C(C)(=O)N1CCC(CC1)C1=NN(C2=CC=CC(=C12)C=1N=CC2=CC=CC=C2C1)CC(=O)NCC(=O)NCC(=O)O (2-{2-[3-(1-acetylpiperidin-4-yl)-4-(isoquinolin-3-yl)indazol-1-yl]acetamido}acetamido)acetic acid